CN1CCN(CC1)C1=NC=C(C=C1N)C(F)(F)F 2-(4-methylpiperazin-1-yl)-5-(trifluoromethyl)pyridin-3-amine